(E)-Tert-butyl 3-(2-(2-(3-bromoacrylamido)ethoxy) ethoxy)propanoate Br/C=C/C(=O)NCCOCCOCCC(=O)OC(C)(C)C